COC1CC(C1)CN1[C@H](CN(CC1)CC1=CC=2N(C=C1)N=CC2N2C(NC(CC2)=O)=O)C 1-(5-(((S)-4-(((1s,3R)-3-methoxycyclobutyl)methyl)-3-methylpiperazin-1-yl)methyl)pyrazolo[1,5-a]pyridin-3-yl)dihydropyrimidine-2,4(1H,3H)-dione